5-(3-chloro-2-methoxyphenyl)-N-(4-cyano-2-fluorophenyl)-1H-pyrrole-3-sulfonamide ClC=1C(=C(C=CC1)C1=CC(=CN1)S(=O)(=O)NC1=C(C=C(C=C1)C#N)F)OC